C1=CC=CC=2C3=CC=CC=C3C(C12)COC(=O)NC(C(=O)OC(C)(C)C)CCC1=CC=NC=C1 tert-Butyl 2-((((9H-fluoren-9-yl)methoxy) carbonyl)amino)-4-(pyridin-4-yl)butanoate